CN1C(N(C2=C1C(=CC=C2)C#CCN2CC1COCC(C2)N1)C1C(NC(CC1)=O)=O)=O 3-[3-Methyl-4-[3-(3-oxa-7,9-diazabicyclo[3.3.1]non-7-yl)prop-1-ynyl]-2-oxo-benzimidazol-1-yl]piperidine-2,6-dione